C(C=C)(=O)OCCCCCCCCCCOC(C=C)=O decamethylene glycol diacrylate